COCOC=1C=CC(=C(C1)B(O)O)C 5-(METHOXYMETHOXY)-2-METHYLPHENYLBORONIC ACID